[S].C(C=C)C(CN)CC=C diallylethylamine sulfur